FC=1C=NC=CC1S(=O)(=O)NC=1C(=NC=C(C1)C=1C=C2C(=NC=NC2=CC1)N1CCN(CC1)C(\C=C\C(C)=O)=O)OC (E)-3-fluoro-N-(2-methoxy-5-(4-(4-(4-oxopent-2-enoyl)piperazin-1-yl)quinazoline-6-yl)pyridin-3-yl)pyridine-4-sulfonamide